4-(3-fluoropyrrolidin-1-yl)-N2,N2,N6,N6-tetrakis(2-methoxyethyl)-8-(4-methoxypiperidin-1-yl)pyrimido[5,4-d]pyrimidine-2,6-diamine FC1CN(CC1)C=1C2=C(N=C(N1)N(CCOC)CCOC)C(=NC(=N2)N(CCOC)CCOC)N2CCC(CC2)OC